ONC(=O)C=1C=C(C=CC1OC)NC(=O)C1=NC(=CC=C1)COC1=CC=CC=C1 N-[3-(hydroxycarbamoyl)-4-methoxyphenyl]-6-(phenoxymethyl)pyridine-2-carboxamide